2-ethyl nitroacrylate [N+](=O)([O-])C(C(=O)OCC)=C